ClC1=NC=C(C(=C1)C1=C(C=NC(=C1)C)C(=O)NC=1SC2=C(N1)CN(C2)C(C2=CC(=C(C=C2)C(F)F)F)=O)OC 2'-Chloro-N-(5-(4-(difluoromethyl)-3-fluorobenzoyl)-5,6-dihydro-4H-pyrrolo[3,4-d]thiazol-2-yl)-5'-methoxy-6-methyl-[4,4'-bipyridine]-3-carboxamide